O=C1NC(CCC1N1CCOC2=C1C=CC=C2N2CCC(CC2)(C(=O)O)O)=O 1-[4-(2,6-dioxo-3-piperidyl)-2,3-dihydro-1,4-benzoxazin-8-yl]-4-hydroxy-piperidine-4-carboxylic acid